6-(2-((tert-butyldimethylsilyl)oxy)ethyl)-5-iodo-1-(tetrahydro-2H-pyran-2-yl)-1H-pyrazolo[4,3-g]isoquinoline 7-oxide [Si](C)(C)(C(C)(C)C)OCCC=1[N+](=CC2=CC3=C(C=C2C1I)C=NN3C3OCCCC3)[O-]